FC=1C=C2NC(C=3N(C2=C(C1C1=C2C=CNC2=CC(=C1)C#N)C(F)(F)F)C(=NN3)C)(C)C 4-[7-Fluoro-1,4,4-trimethyl-9-(trifluoromethyl)-5H-[1,2,4]triazolo[4,3-a]quinoxalin-8-yl]-1H-indole-6-carbonitrile